ClC1=C(C=CC=C1)S(=O)(=O)NC1=NC(=C(C=C1F)C=1C=C2C=NC(=NC2=C(C1)CC)NC1CCC(CC1)N(C)C)OC 2-chloro-N-(5-(2-(((1r,4r)-4-(dimethylamino)cyclohexyl)amino)-8-ethylquinazolin-6-yl)-3-fluoro-6-methoxypyridin-2-yl)benzenesulfonamide